4-((1-methylpiperidin-4-yl)amino)-1-(2,2,2-trifluoroethyl)-1H-indole-2-carbonitrile CN1CCC(CC1)NC1=C2C=C(N(C2=CC=C1)CC(F)(F)F)C#N